BrC=1C(=NC(=NC1)C(F)(F)F)NC=1C(=NC=CC1)C 5-Bromo-N-(2-methylpyridin-3-yl)-2-(trifluoromethyl)pyrimidin-4-amine